dipotassium 4,5,6,7-tetrachloro-2',4',5',7'-tetraiodo-3-oxospiro[2-benzofuran-1,9'-xanthene]-3',6'-diolate ClC1=C(C(=C(C2=C1C(OC21C2=CC(=C(C(=C2OC=2C(=C(C(=CC12)I)[O-])I)I)[O-])I)=O)Cl)Cl)Cl.[K+].[K+]